N-(3-methyl-1-(4-(trifluoromethyl)benzyl)-1H-indazol-6-yl)acrylamide CC1=NN(C2=CC(=CC=C12)NC(C=C)=O)CC1=CC=C(C=C1)C(F)(F)F